2-(5-(2-(3,3-difluoroazetidine-1-yl)ethyl)-2-oxo-4-(trifluoromethyl)pyridine-1(2H)-yl)-4-methylpentanoic acid FC1(CN(C1)CCC=1C(=CC(N(C1)C(C(=O)O)CC(C)C)=O)C(F)(F)F)F